2,3-Dimethyl-thiomorpholine CC1C(NCCS1)C